FC(C)(F)C=1C=C(C=CC1)C=1C=C2C(=NC1)C(=NN2)F 6-(3-(1,1-difluoroethyl)phenyl)-3-fluoro-1H-pyrazolo[4,3-b]pyridine